(S)-tert-butyl (4,4-dimethyl-1-oxo-1-((4-(3-(pyridin-4-yl)phenyl)thiazol-2-yl)amino)pentan-2-yl)carbamate CC(C[C@@H](C(NC=1SC=C(N1)C1=CC(=CC=C1)C1=CC=NC=C1)=O)NC(OC(C)(C)C)=O)(C)C